C(#N)C1=CC=C(C=C1)C1=C2CCN(C2=CC(=C1)C1=NN=C(N1)C)C(=O)[C@H]1N(CCC1)C#N (S)-2-(4-(4-cyanophenyl)-6-(5-methyl-4H-1,2,4-triazol-3-yl)indoline-1-carbonyl)-pyrrolidine-1-carbonitrile